FC1(CC1)C1=CC(=C(C(=C1)C)N1N=C2N=C(NC(C2=C1)=O)C1=NN(C=C1)C)C 2-[4-(1-fluorocyclopropyl)-2,6-dimethylphenyl]-6-(1-methyl-1H-pyrazol-3-yl)-2,5-dihydro-4H-pyrazolo[3,4-d]pyrimidin-4-one